5-Methylsulfonylindole CS(=O)(=O)C=1C=C2C=CNC2=CC1